manganese(II) perchlorate hydrate O.Cl(=O)(=O)(=O)[O-].[Mn+2].Cl(=O)(=O)(=O)[O-]